1,9-dimethyl-4,5-dihydro-1H-imidazo[1,5-a][1,3]diazepin-2(3H)-one CN1C=2N(CCCC1=O)C=NC2C